C(C)(C)(C)OC(=O)N1C(C=2N(CC1)C(=CC2)C(=O)O)C 2-(tert-butoxycarbonyl)-1-methyl-1,2,3,4-tetrahydropyrrolo[1,2-a]pyrazine-6-carboxylic acid